ethyl 4-benzyloxy-2-[2-(3,4-difluoro-2-methoxy-phenoxy)-5-fluoro-4-(trifluoromethyl)phenyl]-6-methyl-5-methylsulfanyl-pyridine-3-carboxylate C(C1=CC=CC=C1)OC1=C(C(=NC(=C1SC)C)C1=C(C=C(C(=C1)F)C(F)(F)F)OC1=C(C(=C(C=C1)F)F)OC)C(=O)OCC